ClC=1C=C(C=C(C(=O)OC(C)C)C#N)C=CC1 isopropyl 3-chloro-α-cyanocinnamate